OC1=C(C=C(C=C1C)/C=C/C(=O)C1=CC=C(C=2C=COC21)SCC(C)C)C (E)-3-(4-hydroxy-3,5-dimethylphenyl)-1-(4-(isobutylthio)benzofuran-7-yl)prop-2-en-1-one